ClC1=CC(=NC=C1C(=O)OC(C)(C)C)Cl tert-Butyl 4,6-dichloronicotinate